C1(CC1)N1CCC(=CC1)C1=C(C=C2C(C=CN3C2=C1OCC3C)=O)F 10-(1-cyclopropyl-1,2,3,6-tetrahydropyridin-4-yl)-9-fluoro-3-methyl-2H-[1,4]oxazino[2,3,4-ij]quinolin-7(3H)-one